1,3-dioxin O1COCC=C1